C(CCCCCCCCCCCC)C1(CO1)CCCCCCCF tridecyl-fluoroheptyl-ethylene oxide